(R)-N-(7-(4-amino-1-(piperidin-3-yl)-1H-pyrazolo[3,4-d]pyrimidin-3-yl)benzo[d][1,3]dioxol-4-yl)-benzo[b]thiophene-2-carboxamide NC1=C2C(=NC=N1)N(N=C2C2=CC=C(C1=C2OCO1)NC(=O)C1=CC2=C(S1)C=CC=C2)[C@H]2CNCCC2